6-bromo-4-chloro-7-(2-fluoro-5-methylphenyl)-1-(2-isopropyl-4-methylpyridin-3-yl)quinazoline BrC=1C=C2C(=NCN(C2=CC1C1=C(C=CC(=C1)C)F)C=1C(=NC=CC1C)C(C)C)Cl